1,3-diacryloyltetrahydropyrimidine C(C=C)(=O)N1CN(CCC1)C(C=C)=O